2-(5-(2-(3-(2-hydroxypropan-2-yl)-5-sulfamoylphenethoxy)pyridin-4-yl)-2,3-dihydro-1H-inden-4-yl)acetic acid OC(C)(C)C=1C=C(CCOC2=NC=CC(=C2)C=2C(=C3CCCC3=CC2)CC(=O)O)C=C(C1)S(N)(=O)=O